C1(=CC=CC=C1)P(C(=O)C1=C(C=C(C=C1C)C)C)(C1=CC=CC=C1)=O diphenyl-(2,4,6-trimethylphenylformyl)phosphorus oxide